BrC1=CC=CC=2C(=CSC21)CBr 7-bromo-3-(bromomethyl)-1-benzothiophene